(4-cyclopropyl-6-methoxypyrimidin-5-yl)-4-(3-methoxy-4-(1-methyl-4-(trifluoromethyl)-1H-imidazol-2-yl)benzyl)oxazolo[5,4-c]pyridine C1(CC1)C1=NC=NC(=C1C=1OC=2C(=NC=CC2N1)CC1=CC(=C(C=C1)C=1N(C=C(N1)C(F)(F)F)C)OC)OC